(4-benzoyl-phenoxy)-acetic acid methyl ester COC(COC1=CC=C(C=C1)C(C1=CC=CC=C1)=O)=O